6-(4-bromophenyl)pyridine-3-carboxylic acid BrC1=CC=C(C=C1)C1=CC=C(C=N1)C(=O)O